COC=1C=CC(=NC1)N[C@H]1C[C@@H](N(CC1C)C1=CC(N(C=2C=CC(=NC12)C#N)C)=O)C |&1:9| 8-((2S,SR)-4-((5-methoxypyridin-2-yl)amino)-2,5-dimethylpiperidin-1-yl)-5-methyl-6-oxo-5,6-dihydro-1,5-naphthyridine-2-carbonitrile